copper-manganese-tin oxide [Sn]=O.[Mn].[Cu]